tert-butyl 2-((2-(tert-butoxycarbonyl)-7-chloro-3-oxoisoindolin-4-yl) amino)-5,7,8,9-tetrahydro-6H-pyrido[3,2-c]azepine-6-carboxylate C(C)(C)(C)OC(=O)N1CC2=C(C=CC(=C2C1=O)NC=1C=CC=2CN(CCCC2N1)C(=O)OC(C)(C)C)Cl